C(C(C)C)(=O)NC1=CC=CC=C1 isobutyryl-aniline